1-(1-methyl-1H-benzo[d][1,2,3]triazol-5-yl)cyclopropanecarboxylic acid CN1N=NC2=C1C=CC(=C2)C2(CC2)C(=O)O